5-(2-Aminopyridin-4-yl)-N-((3-cyclopropyl-6-((3R,5S)-3,5-dimethylpiperazin-1-yl)pyridin-2-yl)methyl)-7H-pyrrolo[2,3-d]pyrimidin-4-amine NC1=NC=CC(=C1)C1=CNC=2N=CN=C(C21)NCC2=NC(=CC=C2C2CC2)N2C[C@H](N[C@H](C2)C)C